2-(phenyl-(phenylamino)methyl)cyclohexane-1-one C1(=CC=CC=C1)C(C1C(CCCC1)=O)NC1=CC=CC=C1